6-fluoro-N-[1-(fluoromethyl)cyclopropyl]-(2-methoxyethyl)-3-(6-methylpyridazin-3-yl)-2-oxo-benzimidazole-5-sulfonamide FC=1C(=C(C2=C(NC(N2C=2N=NC(=CC2)C)=O)C1)CCOC)S(=O)(=O)NC1(CC1)CF